NCC1=CC=C(C=C1)C1=NC2=CC(=CC=C2C(=C1)C(=O)N1CCOCC1)C#N 2-(4-(aminomethyl)phenyl)-4-(morpholine-4-carbonyl)quinoline-7-carbonitrile